N-(4'-((2-(1,1-difluoroethyl)-6-methylpyrimidin-4-yl)amino)-5,6-dimethoxy-[2,3'-bipyridin]-6'-yl)acetamide FC(C)(F)C1=NC(=CC(=N1)NC1=C(C=NC(=C1)NC(C)=O)C1=NC(=C(C=C1)OC)OC)C